C(C)(C)(C)OC(=O)N1C[C@H](CC1)OC1=NC(=CC(=C1)I)C(F)(F)F.ClC=1C(=NC(=NC1F)F)NC=1C=C2CC(N(C2=CC1)C)=O 5-((5-chloro-2,6-difluoropyrimidin-4-yl)amino)-1-methylindolin-2-one tert-butyl-(S)-3-((4-iodo-6-(trifluoromethyl)pyridin-2-yl)oxy)pyrrolidine-1-carboxylate